1-(6-chloro-2,3,4,9-tetrahydro-1H-pyrido[3,4-b]indol-1-yl)propan-2-one ClC=1C=C2C3=C(NC2=CC1)C(NCC3)CC(C)=O